C1=CC(=CC(=C1)O)O alpha-resorcinol